yttrium nitrate, hydrate O.[N+](=O)([O-])[O-].[Y+3].[N+](=O)([O-])[O-].[N+](=O)([O-])[O-]